CC1N(CCCNC1)C=O (2-methyl-1,4-diazepan-1-yl)methanone